FC(C(=O)C1=NC2=C(N1C)C=CC=C2)(F)F 2,2,2-trifluoro-1-(1-methyl-1H-benzo[d]imidazole-2-yl)ethan-1-one